2-((4-fluoro-2-isopropylphenyl)amino)-5-(trifluoromethyl)-nicotinic acid FC1=CC(=C(C=C1)NC1=C(C(=O)O)C=C(C=N1)C(F)(F)F)C(C)C